SC(C(=O)OCC(C)OC(C(C)(C)S)=O)(C)C 1,2-propylene glycol bis(2-mercaptoisobutyrate)